CC1=C(C=C(C=C1)\C(\C)=N\OCC1CC1)C/C(/C(=O)OC)=C\OC methyl (2E)-2-({2-methyl-5-[(1E)-N-(cyclopropylmethoxy)ethanimidoyl]phenyl}methyl)-3-methoxy-2-propenoate